[4-[4-[[(1R)-1-(2,4-dichlorophenyl)ethyl]amino]-5-methoxy-pyrimidin-2-yl]piperazin-1-yl]-[(2R)-pyrrolidin-2-yl]methanone ClC1=C(C=CC(=C1)Cl)[C@@H](C)NC1=NC(=NC=C1OC)N1CCN(CC1)C(=O)[C@@H]1NCCC1